4-(((Z)-3-cyclohexyl-5-((Z)-3,4-dichlorobenzylidene)-4-oxothiazolidin-2-ylidene)amino)benzenesulphonamide C1(CCCCC1)N1/C(/S\C(\C1=O)=C/C1=CC(=C(C=C1)Cl)Cl)=N/C1=CC=C(C=C1)S(=O)(=O)N